N[C@@H](CC(=O)[O-])C(=O)[O-].N[C@@H](CC(=O)[O-])C(=O)[O-].[Co+4] cobalt bisaspartate